(2-(2,6-dioxopiperidin-3-yl)-3-oxoisoindolin-5-yl)methyl(5-fluoro-2,3-dihydrobenzofuran-7-yl) carbamate C(N)(OC1=CC(=CC=2CC(OC21)CC=2C=C1C(N(CC1=CC2)C2C(NC(CC2)=O)=O)=O)F)=O